3-(4-(4-((4-(2-aminoethyl)-6-chloro-2-methyl-2H-indazol-5-yl)amino)-2,6-dioxo-5-(2,4,5-trifluorobenzyl)-5,6-dihydro-1,3,5-triazin-1(2H)-yl)isoquinolin-5-yl)propanoic acid NCCC=1C2=CN(N=C2C=C(C1NC1=NC(N(C(N1CC1=C(C=C(C(=C1)F)F)F)=O)C1=CN=CC2=CC=CC(=C12)CCC(=O)O)=O)Cl)C